5-[3-(cyclopropylsulfonyl)phenyl]pyridin-2-amine C1(CC1)S(=O)(=O)C=1C=C(C=CC1)C=1C=CC(=NC1)N